2-[4-(2-fluoro-4-pyridyl)-3,5-dimethyl-pyrazol-1-yl]-N-(5-pyrazin-2-yl-2-pyridyl)acetamide FC1=NC=CC(=C1)C=1C(=NN(C1C)CC(=O)NC1=NC=C(C=C1)C1=NC=CN=C1)C